2-(4-(3-(1-(5-chloropyrimidin-2-yl)piperidin-4-yl)propoxy)-2-fluorophenyl)-1-((3aR,6aR)-1-((2S,3S,4R)-2,3,4,5-tetrahydroxypentyl)hexahydropyrrolo[3,4-b]pyrrol-5(1H)-yl)ethan-1-one ClC=1C=NC(=NC1)N1CCC(CC1)CCCOC1=CC(=C(C=C1)CC(=O)N1C[C@@H]2N(CC[C@@H]2C1)C[C@@H]([C@@H]([C@@H](CO)O)O)O)F